3-chloro-4-isopropylpyridine 1-oxide ClC=1C=[N+](C=CC1C(C)C)[O-]